ethyl 4-methyl-3-oxoquinuclidine-2-carboxylate hydrochloride Potassium tert-pentoxide CCC(C)(C)[O-].[K+].Cl.CC12C(C(N(CC1)CC2)C(=O)OCC)=O